Oxazolidinone C1COC(=O)N1